4-(4-methylpiperazin-1-ylphenyl)pyrazolo[1,5-a]pyridine-3-carbonitrile CN1CCN(CC1)C1=C(C=CC=C1)C=1C=2N(C=CC1)N=CC2C#N